2-ethyl-N-{4-[1-(propylcarbamoyl)cyclobutyl]phenyl}-1,3-oxazole-4-carboxamide C(C)C=1OC=C(N1)C(=O)NC1=CC=C(C=C1)C1(CCC1)C(NCCC)=O